(3-bromo-2-methoxy-6-methylphenyl)(4'-ethylphenyl)methane BrC=1C(=C(C(=CC1)C)CC1=CC=C(C=C1)CC)OC